n-dodecanedioic acid C(CCCCCC(=O)O)CCCCC(=O)O